CC(CC=O)C=C(CCC)C 3,5-dimethyloctan-4-enal